N1C(C=CC2=CC=CN=C12)=O NAPHTHYRIDINON